(4-tert-pentylcyclohexyl)methyl fumarate C(\C=C\C(=O)[O-])(=O)OCC1CCC(CC1)C(C)(C)CC